1-[5-[4-(3-bromo-4-fluorophenyl)-5-oxo-4,5-dihydro-1,2,4-oxadiazol-3-yl]-2-(isobutylamino)phenyl]-3-n-butylurea BrC=1C=C(C=CC1F)N1C(=NOC1=O)C=1C=CC(=C(C1)NC(=O)NCCCC)NCC(C)C